COC1=CC=C(C=C1)N1CCC(CC1)C(C(=O)O)C 2-(1-(4-methoxyphenyl)piperidin-4-yl)propionic acid